3-(PYRIDIN-2-YLETHYNYL)ANILINE N1=C(C=CC=C1)C#CC=1C=C(N)C=CC1